N1(C=NC=C1)C=1C=C(CN(C2=NC=C(C=C2)OCCOCCN2CCOCC2)CC2=CC(=CC=C2)OC)C=CC1 N-(3-(1H-imidazol-1-yl)benzyl)-N-(3-methoxybenzyl)-5-(2-(2-morpholinoethoxy)ethoxy)pyridin-2-amine